N-[2-cyano-4-fluoro-3-[3-[(3R)-1-oxa-8-azaspiro[4.5]decan-3-yl]-4-oxo-quinazolin-6-yl]oxy-phenyl]propane-2-sulfonamide C(#N)C1=C(C=CC(=C1OC=1C=C2C(N(C=NC2=CC1)[C@H]1COC2(C1)CCNCC2)=O)F)NS(=O)(=O)C(C)C